methyl 4-chloro-1-(1-methylpyrazol-4-yl)-6-oxo-pyridazine-3-carboxylate ClC=1C(=NN(C(C1)=O)C=1C=NN(C1)C)C(=O)OC